6-(azetidin-1-yl)-2-(7-(bis(3-aminoheptyl)amino)heptyl)-1H-benzo[de]isoquinoline-1,3(2H)-dione N1(CCC1)C=1C=CC=2C(N(C(C3=CC=CC1C23)=O)CCCCCCCN(CCC(CCCC)N)CCC(CCCC)N)=O